FC1=CC=C(CNC=2C=CC3=C(C=C(O3)C(=O)NC3=CC=C(C=C3)OC)C2)C=C1 5-((4-fluorobenzyl)amino)-N-(4-methoxyphenyl)benzofuran-2-carboxamide